di(4-t-butylcyclohexyl) peroxide C(C)(C)(C)C1CCC(CC1)OOC1CCC(CC1)C(C)(C)C